OC1(COC1)C#CC1=CC2=C(OC[C@@H](C(N2C)=O)NC(C2=NC=CC(=C2)OC=2C=NC(=CC2)C(F)(F)F)=O)C=C1 (S)-N-(7-((3-hydroxyoxetan-3-yl)ethynyl)-5-methyl-4-oxo-2,3,4,5-tetrahydrobenzo[b][1,4]oxazepin-3-yl)-4-((6-(trifluoromethyl)pyridin-3-yl)oxy)picolinamide